N(=[N+]=[N-])CC1=NC=C(C(=O)O)C=C1 6-(azidomethyl)nicotinic acid